C(C)(C)(C)OC(=O)NC1=CC(=NC=N1)NC1=CC(=C2N(C1=O)C1(CN(CCN(C1)C(=O)OC(C)(C)C)C(=O)OC(C)(C)C)NC2=O)Cl di-tert-butyl 6-((6-((tert-butoxycarbonyl) amino) pyrimidin-4-yl) amino)-8-chloro-1,5-dioxo-1,5-dihydro-2H-spiro[imidazo[1,5-a]pyridine-3,6'-[1,4]diazepane]-1',4'-dicarboxylate